C(C)(C)(C)OC(=O)N1CC2(C1)C[C@@H](CC2)N2CCC(CC2)C2=C(C=C(C=C2)F)OC(F)F (R)-6-(4-(2-(difluoromethoxy)-4-fluorophenyl)piperidin-1-yl)-2-azaspiro[3.4]octane-2-carboxylic acid tert-butyl ester